tert-butyl (2R,4R)-4-((4-carbamoyl-6-chloro-5-fluoropyridin-2-yl)methyl)-1-(3-chloro-2-fluorobenzyl)-2-methylpiperidine-4-carboxylate C(N)(=O)C1=CC(=NC(=C1F)Cl)C[C@@]1(C[C@H](N(CC1)CC1=C(C(=CC=C1)Cl)F)C)C(=O)OC(C)(C)C